O=S1(CCC2=C1C(=CC=C2)N(C(=O)C=2C=NC=CC2)CC=2C=NC(=C(C2)[N+](=O)[O-])C=C)=O N-(1,1-dioxo-2,3-dihydro-1λ6-benzothiophen-7-yl)-N-[(6-eth-enyl-5-nitropyridin-3-yl)methyl]pyridine-3-carboxamide